(S)-4-Methylene-1-(toluene-4-sulfonyl)-pyrrolidine-2-carboxylic acid (4,4-difluoro-cyclohexyl)-(2,3-dihydro-benzofuran-6-ylmethyl)-amide FC1(CCC(CC1)N(C(=O)[C@H]1N(CC(C1)=C)S(=O)(=O)C1=CC=C(C)C=C1)CC1=CC2=C(CCO2)C=C1)F